4-methylphenylsulfonat CC1=CC=C(C=C1)S(=O)(=O)[O-]